1-tetradecanone C(CCCCCCCCCCCCC)=O